methyl 4-((6-(methylthio)-3-nitropyridin-2-yl)amino)benzoate CSC1=CC=C(C(=N1)NC1=CC=C(C(=O)OC)C=C1)[N+](=O)[O-]